C(C=C)[C@]1(C(N(CN(C1)C(=O)OC(C)(C)C)C(C1=CC=CC=C1)=O)=O)CC1=CC=CC=C1 tert-butyl (S)-5-allyl-3-benzoyl-5-benzyl-4-oxotetrahydropyrimidine-1(2H)-carboxylate